[C@@H]1([C@@H](CCC1)O)O trans-cyclopentan-1,2-diol